ClC1=NSC(=N1)N1C=C(C(C2=C(C=C(N=C12)N1CC(C1)C(NC1=NC=C(C=C1)OC)=O)C)=O)C(=O)O 1-(3-chloro-1,2,4-thiadiazol-5-yl)-7-{3-[(5-methoxypyridin-2-yl)carbamoyl]azetidin-1-yl}-5-methyl-4-oxo-1,4-dihydro-1,8-naphthyridine-3-carboxylic acid